tert-butyl 3-(2-hydroxyethyl)-piperidine-1-carboxylate OCCC1CN(CCC1)C(=O)OC(C)(C)C